(3S,4R)-3,4-bis(((methylsulfonyl)oxy)methyl)pyrrolidine-1-carboxylic acid tert-butyl ester C(C)(C)(C)OC(=O)N1C[C@H]([C@H](C1)COS(=O)(=O)C)COS(=O)(=O)C